CCOC(=O)C1=CC=CC=C1C2=C3C=CC(=[N+](C)C)C=C3OC4=C2C=CC(=C4)N(C)C.[O-]Cl(=O)(=O)=O The molecule is an organic perchlorate salt that has tetramethylrhodamine ethyl ester(1+) as the cation. It is used as a cell-permeant, cationic, red-orange fluorescent dye that is readily sequestered by active mitochondria. It has a role as a fluorochrome and a reagent. It is a xanthene dye and an organic perchlorate salt. It contains a tetramethylrhodamine ethyl ester(1+).